(S)-2-methylbutyl p-toluenesulfonate CC1=CC=C(C=C1)S(=O)(=O)OC[C@H](CC)C